C(C=C)(=O)N1[C@@H](CN(CC1)C1=C(C=NC2=C(C(=C(C=C12)Cl)C1=CC=C(C2=C1N=C(S2)N)F)F)C#N)C 4-((R)-4-Acryloyl-3-methylpiperazin-1-yl)-7-(2-amino-7-fluorobenzo[d]thiazol-4-yl)-6-Chloro-8-fluoroquinoline-3-carbonitrile